FC1=CC=C(C=C1)S(=O)(=O)C1C(OC2=CC=CC=C2C1C1=CC=CC=C1)=O (+)-3-((4-fluorophenyl)sulfonyl)-4-phenylchroman-2-one